CC1=CC=C2C(=NN=CC2=C1)NC1CN(CCC1)C 7-methyl-4-((1-methylpiperidin-3-yl)amino)phthalazine